t-butyl-methyl ether C(C)(C)(C)OC